C[Si]1(O[Si](O[Si](O[Si](O1)(C)C)(C)C)(C)C)C OctaMethylCycloTetraSiloxane